(S)-(1-amino-3-(4-iodophenyl)-1-oxopropan-2-yl)carbamic acid tert-butyl ester C(C)(C)(C)OC(N[C@H](C(=O)N)CC1=CC=C(C=C1)I)=O